2-(3-hydroxy-3-methylbut-1-yn-1-yl)-1-((2-(trimethylsilyl)ethoxy)methyl)-1H-pyrrole OC(C#CC=1N(C=CC1)COCC[Si](C)(C)C)(C)C